4-(3-(4-(2-aminoacetamido)-2,6-dimethylphenoxy)-5-methylphenyl)-N-ethyl-6-methyl-7-oxo-6,7-dihydro-1H-pyrrolo[2,3-c]pyridine-2-carboxamide hydrochloride Cl.NCC(=O)NC1=CC(=C(OC=2C=C(C=C(C2)C)C=2C3=C(C(N(C2)C)=O)NC(=C3)C(=O)NCC)C(=C1)C)C